3-cyclopropoxy-4-(N-(3-cyclopropyl-5-isopropoxybenzyl)-2-(N-(2-(trifluoromethyl)benzyl)-(2,3,4,5,6-pentafluoro-phenyl)sulfonamido)acetamido)benzoic acid C1(CC1)OC=1C=C(C(=O)O)C=CC1N(C(CN(S(=O)(=O)C1=C(C(=C(C(=C1F)F)F)F)F)CC1=C(C=CC=C1)C(F)(F)F)=O)CC1=CC(=CC(=C1)OC(C)C)C1CC1